2-(2-(4-amino-6-(furan-3-yl)-8-methyl-9H-pyrimido[4,5-b]indol-9-yl)acetyl)-N-(6-bromopyridin-2-yl)-2-azabicyclo[3.1.0]hexane-3-carboxamide NC1=NC=NC=2N(C3=C(C=C(C=C3C21)C2=COC=C2)C)CC(=O)N2C1CC1CC2C(=O)NC2=NC(=CC=C2)Br